C1(CC1)C=1C(=CC(=C(CN2CCC3(CN(C(N3)=O)C3=CC=C(C(=O)NCCOCCO)C=C3)CC2)C1)OCC)C1=NC(=NO1)C 4-(8-(5-cyclopropyl-2-ethoxy-4-(3-methyl-1,2,4-oxadiazol-5-yl)benzyl)-2-oxo-1,3,8-triazaspiro[4.5]decan-3-yl)-N-(2-(2-hydroxyethoxy)ethyl)benzamide